dicarboxylacetyl-coa C(=O)(O)C(C(=O)SCCNC(CCNC([C@@H](C(COP(OP(OC[C@@H]1[C@H]([C@H]([C@@H](O1)N1C=NC=2C(N)=NC=NC12)O)OP(=O)(O)O)(=O)O)(=O)O)(C)C)O)=O)=O)C(=O)O